N-lauroyl-lysine ethyl ester chloride [Cl-].C(C)OC([C@@H](NC(CCCCCCCCCCC)=O)CCCCN)=O